(2S)-2-[2-ethyl-4-[1-tetrahydropyran-2-yl-3-(2-triisopropylsilylethynyl)indazol-5-yl]pyrazol-3-yl]oxy-N-methyl-propan-1-amine C(C)N1N=CC(=C1O[C@H](CNC)C)C=1C=C2C(=NN(C2=CC1)C1OCCCC1)C#C[Si](C(C)C)(C(C)C)C(C)C